C=CC=C buta-diene